7Z,10Z,12E,16Z,19Z-hexaenoic acid C(C=CCCC)(=O)O